iso-amyl-oxyacetic acid allylester {Allyl Amyl Glycolate} C(C=C)CCCCCC(C(=O)O)O.C(C=C)OC(COCCC(C)C)=O